FC1=C(C=C(CN2CN=CC3=CC=CC=C23)C=C1)C(=O)N1CCN(CC1)C1=NC=CC=N1 1-(4-fluoro-3-(4-(pyrimidin-2-yl)piperazine-1-carbonyl)benzyl)quinazoline